2-(1-(4-Methoxybenzyl)-2-oxo-8-(pyrrolo[1,2-c]pyrimidin-1-yl)-1,3,8-triazaspiro[4.5]decan-3-yl)-N-(4-(trifluoromethyl)phenyl)acetamide COC1=CC=C(CN2C(N(CC23CCN(CC3)C3=NC=CC=2N3C=CC2)CC(=O)NC2=CC=C(C=C2)C(F)(F)F)=O)C=C1